FC1=NC=CC(=N1)NC=CC(=O)NC=1C=NN(C1)CC(=O)N1CC(CCCC1)OC1=CC=C(C=C1)C 3-[(2-fluoropyrimidin-4-yl)amino]-N-[1-[2-[3-(4-methylphenoxy)azepan-1-yl]-2-oxo-ethyl]pyrazol-4-yl]propenamide